6,6'-methylenebis(4-allyl-2-methoxyphenol) C(C1=CC(=CC(=C1O)OC)CC=C)C1=CC(=CC(=C1O)OC)CC=C